tert-Butyl (R)-3-(1-methoxy-1-oxopropan-2-yl)pyrrolidine-1-carboxylate COC(C(C)[C@@H]1CN(CC1)C(=O)OC(C)(C)C)=O